FC1=CC(=C(C=C1)C=1C2=C(C(=NC1C1=NN3C(CN(CC3)C(=O)OC(C)(C)C)=C1)O)C=CS2)OCCOC tert-butyl 2-[7-[4-fluoro-2-(2-methoxyethoxy) phenyl]-4-hydroxy-thieno[3,2-c]pyridin-6-yl]-6,7-dihydro-4H-pyrazolo[1,5-a]pyrazine-5-carboxylate